N-(4-((2-(7-oxa-2-azaspiro[3.5]nonan-2-yl)pyrimidin-5-yl)oxy)-3-methylphenyl)-3-(cyclopropylmethoxy)cyclobutane-1-carboxamide C1N(CC12CCOCC2)C2=NC=C(C=N2)OC2=C(C=C(C=C2)NC(=O)C2CC(C2)OCC2CC2)C